2-hydroxy-4-pentadecyloxybenzophenone OC1=C(C(=O)C2=CC=CC=C2)C=CC(=C1)OCCCCCCCCCCCCCCC